C(C)N(CC)CCCN(CCCOC(OC(CCCCC(=O)OCCCCCCC)CCCCCC)=O)CCCOC(C(CCCCCCCC)CCCCCC)=O heptyl 3-ethyl-14-hexyl-7-(3-((2-hexyldecanoyl)oxy)propyl)-12-oxo-11,13-dioxa-3,7-diazanonadecane-19-oate